1-amino-3,6,9,12,15,18,21,24,27,30-decaoxatriacontane NCCOCCOCCOCCOCCOCCOCCOCCOCCOCCO